C(C)N(C1=CC=C(C=C(C(=O)OC(C)C)C#N)C=C1)CC isopropyl 4-diethylamino-α-cyanocinnamate